(R)-1-(((S)-5-chloro-8-((5-(difluoromethyl)-1-methyl-1H-1,2,3-triazol-4-yl)methoxy)-7-fluoro-1,2,3,4-tetrahydroisoquinolin-1-yl)methyl)-4-methylpyrrolidin-2-one hydrochloride Cl.ClC1=C2CCN[C@@H](C2=C(C(=C1)F)OCC=1N=NN(C1C(F)F)C)CN1C(C[C@H](C1)C)=O